FC([C@H]1CCC=2N1C1=C(N2)C(=CC(=C1)C1=NC(=NC=C1F)NC1=NC=C(C=C1)CN1CCN(CC1)CC)F)F (R)-4-(1-(difluoromethyl)-5-fluoro-2,3-dihydro-1H-benzo[d]pyrrolo[1,2-a]imidazol-7-yl)-N-(5-((4-ethylpiperazin-1-yl)methyl)pyridin-2-yl)-5-fluoropyrimidin-2-amine